2-(2-(((2R,4R)-1-((2-(dimethylamino)ethoxy)carbonyl)-4-((4-(nonanoyloxy)-3-((nonanoyloxy)methyl)butanoyl)oxy)pyrrolidin-2-yl)methoxy)-2-oxoethyl)propane-1,3-diyl dinonanoate C(CCCCCCCC)(=O)OCC(COC(CCCCCCCC)=O)CC(=O)OC[C@@H]1N(C[C@@H](C1)OC(CC(COC(CCCCCCCC)=O)COC(CCCCCCCC)=O)=O)C(=O)OCCN(C)C